boric acid, tris(3,5-dimethyl-4-heptyl) ester B(OC(C(CC)C)C(CC)C)(OC(C(CC)C)C(CC)C)OC(C(CC)C)C(CC)C